ClC1=C2C=NN(C2=CC=C1C1CC1)C1OCCCC1 4-chloro-5-cyclopropyl-1-(tetrahydro-2H-pyran-2-yl)-1H-indazole